(R)-8-(1-((6-chloro-2-(1-hydroxy-1H-benzo[d][1,2,6]oxazaborinin-6-yl)pyridin-3-yl)amino)ethyl)-2-(dimethylamino)-3,6-dimethyl-4H-chromen-4-one ClC1=CC=C(C(=N1)C=1C=CC2=C(C=NOB2O)C1)N[C@H](C)C=1C=C(C=C2C(C(=C(OC12)N(C)C)C)=O)C